C1CC12CCN(CC2)C2=NC(=CC=C2C(=O)NC2=NC(=CC(=C2)C)N2CCOCC2)NC(CO)(CO)C 2-(6-azaspiro[2.5]octan-6-yl)-6-((1,3-dihydroxy-2-methyl-2-propanyl)amino)-N-(4-methyl-6-(4-morpholinyl)-2-pyridinyl)-3-pyridinecarboxamide